1-benzenesulfonylcyclobutane-1-carboxylic acid C1(=CC=CC=C1)S(=O)(=O)C1(CCC1)C(=O)O